3,5-dihydroxytyrosine OC=1C=C(C[C@H](N)C(=O)O)C=C(C1O)O